C(CCCCCCC)O.[Na] Sodium octanol